(R)-N-(3-(2-((2-Fluoro-3-(methylsulfonyl)phenyl)amino)-5-methylpyrimidin-4-yl)-1H-indol-7-yl)-2-((3S,5S)-3,4,5-trimethylpiperazin-1-yl)butanamid FC1=C(C=CC=C1S(=O)(=O)C)NC1=NC=C(C(=N1)C1=CNC2=C(C=CC=C12)NC([C@@H](CC)N1C[C@@H](N([C@H](C1)C)C)C)=O)C